NC1=C(C(=O)NC=2C=NC=CC2)C=CC=C1 2-amino-N-3-pyridinylbenzamide